CN1CC2(CCN3N=C(C=C32)C=3C=C(C=NC3)C(F)(F)F)CC1 5-[1-methyl-5',6'-dihydrospiro[pyrrolidine-3,4'-pyrrolo[1,2-b]pyrazol]-2'-yl]-3-(trifluoromethyl)pyridin